methyl 2-(4-bromo-5-methyl-1H-pyrazol-1-yl)-2-methylpropanoate BrC=1C=NN(C1C)C(C(=O)OC)(C)C